C(CCCCC)C(COC(CCCCCC(CCCCCC(=O)OCC(CCCCCCCC)CCCCCC)N(C(CCN(C)C)=O)CCCCCC(=O)OCC(CCCC)CC)=O)CCCCCCCC bis(2-hexyldecyl)7-(3-(dimethylamino)-N-(6-((2-ethylhexyl)oxy)-6-oxohexyl)propanamido)tridecanedioate